aminostilbene C1=CC=C(C=C1)C=CC2=CC=CC=C2N